N-(2-cyclopropyl-4-fluorophenyl)-8-(4-fluoro-1,3-dioxoisoindol-2-yl)-N-(7-nitrobenzo[c][1,2,5]oxadiazol-4-yl)octanamide C1(CC1)C1=C(C=CC(=C1)F)N(C(CCCCCCCN1C(C2=CC=CC(=C2C1=O)F)=O)=O)C1=CC=C(C2=NON=C21)[N+](=O)[O-]